1-(((((2R,3S,4R,5S)-5-(4-aminopyrrolo[2,1-f][1,2,4]triazin-7-yl)-2-cyano-3,4-dihydroxytetrahydrofuran-2-yl)methoxy)carbonyl)oxy)ethyl dimethyl-L-valinate hydrochloride Cl.CN([C@@H](C(C)C)C(=O)OC(C)OC(=O)OC[C@]1(O[C@H]([C@@H]([C@@H]1O)O)C1=CC=C2C(=NC=NN21)N)C#N)C